C1(CC1)C(=O)C=1N=C2N(N1)C(CC2(F)F)C2=CC=CC=C2 cyclopropyl-(7,7-difluoro-5-phenyl-5,6-dihydropyrrolo[1,2-b][1,2,4]triazol-2-yl)methanone